CC1(CC=C(CC1)C=1C=C(C=C2C=C(C=NC12)C(=O)N[C@H](C)C=1OC=CN1)OC)C (R)-8-(4,4-dimethylcyclohex-1-en-1-yl)-6-methoxy-N-(1-(oxazol-2-yl)ethyl)quinoline-3-carboxamide